C1(=CC=CC=C1)C1=NC(=NC(=N1)C1=CC=CC=C1)C1=C(C=C(C=C1)OCCOC(C(CCCC)CC)=O)O 2-(4,6-diphenyl-s-triazine-2-yl)-5-(2-(2-ethylhexanoyloxy)ethoxy)phenol